COC1=CC=C(C=C1)C(OC[C@]1(COC[C@@H](O1)N1C2=NC=NC(=C2N=C1)NC(C1=CC=CC=C1)=O)CO)(C1=CC=CC=C1)C1=CC=C(C=C1)OC N-[9-[(2R,6R)-6-[[bis(4-methoxyphenyl)-phenyl-methoxy]methyl]-6-(hydroxymethyl)-1,4-dioxan-2-yl]purin-6-yl]benzamide